trans-1-(2-hydroxyethyl)-N-[3-(3-chloro-4-cyanophenoxy)-2,2,4,4-tetramethylcyclobutyl]-1H-pyrazole-4-carboxamide OCCN1N=CC(=C1)C(=O)N[C@@H]1C([C@H](C1(C)C)OC1=CC(=C(C=C1)C#N)Cl)(C)C